N-[4-[Chloro(difluoro)methoxy]phenyl]-5-imidazol-1-yl-1-methyl-6-oxo-pyridine-3-carboxamide ClC(OC1=CC=C(C=C1)NC(=O)C1=CN(C(C(=C1)N1C=NC=C1)=O)C)(F)F